2-(4',4'-difluoro-2',3',4',5'-tetrahydro-[1,1'-biphenyl]-4-yl)-4,4,5,5-tetramethyl-1,3,2-dioxaborolan FC1(CCC(=CC1)C1=CC=C(C=C1)B1OC(C(O1)(C)C)(C)C)F